OCCC1=C(N=C(S1)NC(=O)C1=NC=CC=C1)C N-(5-(2-hydroxyethyl)-4-methylthiazol-2-yl)pyridineamide